2-(7-methoxynaphthalen-1-yl)-1,3,2-dioxaborolan COC1=CC=C2C=CC=C(C2=C1)B1OCCO1